FC1=CC=C(C=C1)C=1C=C2C(=NC=NC2=C(C1)OC)NC[C@@H]1OCCC1 6-(4-fluorophenyl)-8-methoxy-N-[[(2R)-tetrahydrofuran-2-yl]methyl]quinazolin-4-amine